[N+](=O)([O-])C=1C=C2C=3C=C(C=CC3N(C2=CC1)CC)C(CCC1CCCCC1)=O 1-(6-nitro-9-ethylcarbazol-3-yl)-3-cyclohexyl-Propan-1-one